2,6-dimethylphenyl-magnesium bromide CC1=C(C(=CC=C1)C)[Mg]Br